FC(COS(=O)(=O)C(F)(F)F)(C(F)(F)F)F 2,2,3,3,3-pentafluoropropyltriflate